C(C)(C)(C)OC(=O)N(C1=CC(=NN1CC1=C(C=CC=C1)Cl)CO)C1=CC=CC=C1 (5-[[(tert-Butoxy)carbonyl](phenyl)amino]-1-[(2-chlorophenyl)methyl]-1H-pyrazol-3-yl)methanol